(2S,4R)-1-((R)-2-amino-3-methyl-3-(tritylthio)butanoyl)-N-(2-fluoro-4-(4-methylthiazol-5-yl)benzyl)-4-hydroxypyrrolidine-2-carboxamide N[C@H](C(=O)N1[C@@H](C[C@H](C1)O)C(=O)NCC1=C(C=C(C=C1)C1=C(N=CS1)C)F)C(C)(SC(C1=CC=CC=C1)(C1=CC=CC=C1)C1=CC=CC=C1)C